CC=1C(=NC(=NC1)N)C1=C(C=C(C=C1)F)OC 5-methyl-4-(4-fluoro-2-methoxyphenyl)pyrimidin-2-amine